C(C)OC(C(C)(C)OC1=C(C=C(C=C1C)CN1C(N(CC1)C1=CC=C(C=C1)CC)=O)C)=O 2-(4-((3-(4-ethylphenyl)-2-oxoimidazolin-1-yl)methyl)-2,6-dimethylphenoxy)-2-methylpropionic acid ethyl ester